NC[C@]1(CN(CC1)C1=NN2C(S1)=NC=C2C2=C(C=C(C=C2)F)OC)O (R)-3-(aminomethyl)-1-(5-(4-fluoro-2-methoxyphenyl)imidazo[2,1-b][1,3,4]thiadiazol-2-yl)pyrrolidin-3-ol